((3R,4R)-4-(((6-(cyclopropyl(2-fluoro-4-iodobenzyl)amino)-5-fluoropyrimidin-4-yl)amino)methyl)-3-hydroxypiperidin-1-yl)acetamide C1(CC1)N(C1=C(C(=NC=N1)NC[C@@H]1[C@H](CN(CC1)CC(=O)N)O)F)CC1=C(C=C(C=C1)I)F